[Sn].[Nb] Niobium-Tin